[Si].[Ta].[Nb] niobium-tantalum-silicon